C(C)(C)(C)[Si](C)(C)OC1C=CCCCC1 Tert-butyl(cyclohept-2-en-1-yloxy)dimethylsilane